dodecyl (Z)-3-((4-imino-4-(octadec-9-en-1-ylamino)butyl)thio)propanoate N(=C(\CCCSCCC(=O)OCCCCCCCCCCCC)/NCCCCCCCCC=CCCCCCCCC)/[H]